5-(2-Cyclopropyl-4,5-dimethoxy-benzyl)-pyrimidine-2,4-diamine C1(CC1)C1=C(CC=2C(=NC(=NC2)N)N)C=C(C(=C1)OC)OC